N[C@H](C(=O)O)CC=1C=NC(=CC1)NCCN (S)-2-amino-3-(6-((2-aminoethyl)amino)pyridin-3-yl)propanoic acid